potassium (4-boc-piperazin-1-yl)methyltrifluoroborate C(=O)(OC(C)(C)C)N1CCN(CC1)C[B-](F)(F)F.[K+]